N-((3,6-dimethylpiperazin-2-yl)methyl)methanesulfonamide CC1C(NC(CN1)C)CNS(=O)(=O)C